CN1C(=NC2=C1C=CC=C2)C2=CC=C(C=C2)C=2C(=CC=CC2C2=CC=C(C=C2)C2=NC1=C(N2C)C=CC=C1)C1=CC=C(C=C1)C1=NC2=C(N1C)C=CC=C2 4,4''-bis(1-methyl-1H-benzo[d]imidazol-2-yl)-6'-(4-(1-methyl-1H-benzo[d]imidazol-2-yl)phenyl)-[1,1':2',1''-terphenyl]